2,2-bis(4-hydroxyphenyl)-hexafluoropropane OC1=CC=C(C=C1)C(C(F)(F)F)(C(F)(F)F)C1=CC=C(C=C1)O